C1(=CC=CC=C1)[C@@]1(C(NC2=CC=CC=C12)=O)N1C=CC=C1 (R)-3-(phenyl)-3-(N-pyrrolyl)indolin-2-one